3,1-bis(4-hydroxyphenyl)n-decane OC1=CC=C(C=C1)C(CCC1=CC=C(C=C1)O)CCCCCCC